C(C)(C)C1=CN(C2=CC=C(C=C12)OC1=C(C=C(C=C1C)N1N=C(C(NC1=O)=O)C#N)C)S(=O)(=O)C1=CC=C(C=C1)C 2-(4-[[3-isopropyl-1-(4-methylbenzene-sulfonyl)indol-5-yl]oxy]-3,5-dimethylphenyl)-3,5-dioxo-4H-1,2,4-triazine-6-carbonitrile